methyl (S)-5-(2-(1-(3,4-difluorophenyl)-6-oxopiperidin-2-yl)-7-(3,5-dimethylisoxazol-4-yl) imidazo[1,2-a]pyridin-3-yl)-3,6-dihydropyridine-1(2H)-carboxylate FC=1C=C(C=CC1F)N1[C@@H](CCCC1=O)C=1N=C2N(C=CC(=C2)C=2C(=NOC2C)C)C1C1=CCCN(C1)C(=O)OC